(3S,7aS)-3-((cyclopent-1-en-1-ylmethoxy)methyl)-7a-((trityloxy)methyl)hexahydro-1H-pyrrolizine C1(=CCCC1)COC[C@@H]1CC[C@@]2(CCCN12)COC(C1=CC=CC=C1)(C1=CC=CC=C1)C1=CC=CC=C1